C(C)(C)(C)OC(=O)N1C[C@@H](OCC1)COC=1C=NC=CC1C#N (2R)-2-{[(4-cyanopyridin-3-yl)oxy]methyl}morpholine-4-carboxylic acid tert-butyl ester